FC(C=1C=C(C=C(C1)C(F)(F)F)C1=NN(C=N1)C=1N=C(N(C1[N+](=O)[O-])C)C)(F)F 3-(3,5-bis(trifluoromethyl)phenyl)-1-(1,2-dimethyl-5-nitro-1H-imidazol-4-yl)-1H-1,2,4-triazole